FC=1C=2N(C=C(C1)NC(=O)C1=CC=C(C3=CN(N=C13)C)N1C[C@@H](CC1)NC(OC(C)(C)C)=O)C=C(N2)C tertbutyl N-[(3R)-1-[7-({8-fluoro-2-methylimidazo[1,2-a]pyridin-6-yl}carbamoyl)-2-methylindazol-4-yl]pyrrolidin-3-yl]carbamate